(3R,4R,5S)-4-acetylamino-5-(((5-(3-nitrophenyl)-1,2,4-oxadiazol-3-yl)methyl)amino)-3-(pent-3-yloxy)cyclohex-1-ene-1-carboxylic acid C(C)(=O)N[C@H]1[C@@H](C=C(C[C@@H]1NCC1=NOC(=N1)C1=CC(=CC=C1)[N+](=O)[O-])C(=O)O)OC(CC)CC